N-{2-[(1S)-1-(3-Ethoxy-4-methoxyphenyl)-2-(methylsulfonyl)ethyl]-1,3-dioxo-2,3-dihydro-1H-isoindol-4-yl}acetamide C(C)OC=1C=C(C=CC1OC)[C@@H](CS(=O)(=O)C)N1C(C2=CC=CC(=C2C1=O)NC(C)=O)=O